methyl (1R,2S,5S)-3-[(2S)-3-cyclopropyl-2-[[(2S)-2-methoxypropanoyl]amino]propanoyl]-6,6-dimethyl-3-azabicyclo[3.1.0]hexane-2-carboxylate C1(CC1)C[C@@H](C(=O)N1[C@@H]([C@H]2C([C@H]2C1)(C)C)C(=O)OC)NC([C@H](C)OC)=O